CC1=C(C(=O)NC2(CC2)C2=C3C=CC=NC3=CC(=C2)C2=NC=CC=N2)C=C(C=C1)OC[C@H]1N(CC1)C (S)-2-Methyl-5-((1-methylazetidin-2-yl)methoxy)-N-(1-(7-(pyrimidin-2-yl)quinolin-5-yl)cyclopropyl)benzamide